IC1=NN(C2=C1N=CN=C2NC2=CN=NC=C2)COCC[Si](C)(C)C 3-iodo-N-(pyridazin-4-yl)-1-((2-(trimethylsilyl)ethoxy)methyl)-1H-pyrazolo[4,3-d]Pyrimidine-7-amine